yttrium-silicon dioxide [Si](=O)=O.[Y]